3-(6'-(((1S,3S)-3-((5-(difluoromethoxy)pyrimidin-2-yl)amino)cyclopentyl)amino)-2-oxo-2H-[1,3'-bipyridine]-3-yl)-1,2,4-oxadiazol-5(4H)one FC(OC=1C=NC(=NC1)N[C@@H]1C[C@H](CC1)NC1=CC=C(C=N1)N1C(C(=CC=C1)C1=NOC(N1)=O)=O)F